BrC=1C=CC(=C2C3(CC(C12)=O)OCCO3)SC(F)(F)F 7'-bromo-4'-(trifluoromethylsulfanyl)spiro[1,3-dioxolane-2,3'-indane]-1'-one